CO[C@H]1[C@@H](SC2=C(C=CC(=C2)Br)Cl)O[C@@H]([C@@H]([C@@H]1N1N=NC(=C1)C=1SC=CN1)O)CO 5-Bromo-2-chlorophenyl 3-deoxy-2-O-methyl-3-[4-(2-thiazolyl)-1H-1,2,3-triazol-1-yl]-1-thio-α-D-galactopyranoside